BrC1=CC(N(C=C1OC1=C(C=C(C=C1C)F)C)C(F)F)=O 4-bromo-1-(difluoromethyl)-5-(4-fluoro-2,6-dimethylphenoxy)pyridin-2(1H)-one